3-(5-(6-Amino-4-phenylpyridin-2-yl)-1-oxoisoindolin-2-yl)piperidine-2,6-dione NC1=CC(=CC(=N1)C=1C=C2CN(C(C2=CC1)=O)C1C(NC(CC1)=O)=O)C1=CC=CC=C1